C1(CC1)C=1N=NN(C1)[C@H](C(=O)N1[C@@H](C[C@H](C1)O)C(=O)N[C@@H]1C[C@@H](CC1)CC=1OC(=NN1)CC)C(C)(C)C (2S,4r)-1-[(2S)-2-(4-cyclopropyl-triazol-1-yl)-3,3-dimethyl-butyryl]-N-[(1S,3r)-3-[(5-ethyl-1,3,4-oxadiazol-2-yl)methyl]cyclopentyl]-4-hydroxy-pyrrolidine-2-carboxamide